(R)-N-(3-cyano-6,7-dihydro-5H-cyclopenta[b]pyridin-7-yl)-2-(6-fluoro-5-methyl-2,4-dioxo-1,4-dihydroquinazolin-3(2H)-yl)acetamide C(#N)C=1C=C2C(=NC1)[C@@H](CC2)NC(CN2C(NC1=CC=C(C(=C1C2=O)C)F)=O)=O